O=C1NC(CCC1N1C(N(C2=C1C=CC=C2C2CN(C2)CC2CC(C2)N2N=C1C=C(C(=CC1=C2)NC(=O)C2=NC(=CC=C2)C(F)(F)F)OC)C)=O)=O N-[2-[3-[[3-[1-(2,6-dioxo-3-piperidyl)-3-methyl-2-oxo-benzimidazol-4-yl]azetidin-1-yl]methyl]cyclobutyl]-6-methoxy-indazol-5-yl]-6-(trifluoromethyl)pyridine-2-carboxamide